tert-butyl ((R)-5-((tert-butyldimethylsilyl)oxy)-1-((2S,4R)-2-((2-chloro-4-ethynylbenzyl)carbamoyl)-4-hydroxypyrrolidin-1-yl)-3,3-dimethyl-1-oxopentan-2-yl)carbamate [Si](C)(C)(C(C)(C)C)OCCC([C@H](C(=O)N1[C@@H](C[C@H](C1)O)C(NCC1=C(C=C(C=C1)C#C)Cl)=O)NC(OC(C)(C)C)=O)(C)C